(3R)-1-[7-[8-ethyl-7-fluoro-3-(methoxymethoxy)-1-naphthyl]-8-fluoro-2-[[1-(hydroxymethyl)cyclopropyl]methoxy]pyrido[4,3-d]pyrimidin-4-yl]-3-methyl-piperidin-3-ol C(C)C=1C(=CC=C2C=C(C=C(C12)C1=C(C=2N=C(N=C(C2C=N1)N1C[C@@](CCC1)(O)C)OCC1(CC1)CO)F)OCOC)F